(4R)-2-[6-(2-hydroxy-4,6-dimethyl-phenyl)pyridazin-3-yl]isoxazolidin-4-ol OC1=C(C(=CC(=C1)C)C)C1=CC=C(N=N1)N1OC[C@@H](C1)O